C(C)(C)(C)C1CCC(CC1)CC(=O)O.C(C)(C)(C)C1CCC(CC1)CC(=O)O p-tert-butylcyclohexylacetate (4-(tert-butyl) cyclohexyl acetate)